C1(CC1)N1N(C=C(C1=O)I)COCC[Si](C)(C)C 2-cyclopropyl-4-iodo-1-{[2-(trimethylsilyl)ethoxy]methyl}pyrazol-3-one